Dihydro-7h-Furo[3,2-G]Chromen-7-One O1CCC=2C=C3C=CC(OC3=CC21)=O